The molecule is a glycoside that consists of an N-formyl-2,3-di-O-methyl-alpha-D-perosamine residue linked (1->3) to an N-formyl-alpha-D-perosamine residue which is linked glycosidically to a 5-(methoxycarbonyl)pentyl group. It is a disaccharide derivative, a glycoside and a methyl ester. C[C@@H]1[C@H]([C@@H]([C@@H]([C@H](O1)OCCCCCC(=O)OC)O)O[C@@H]2[C@H]([C@H]([C@@H]([C@H](O2)C)NC=O)OC)OC)NC=O